CN1S(C(C(C2=C1N=C(N2C)SC2=CC=CC=C2)=O)C2=CC=CC=C2)(=O)=O 1,5-dimethyl-3-phenyl-6-(phenylthio)-3,5-dihydroimidazo[4,5-c][1,2]thiazine-4(1H)-one 2,2-dioxide